CC1=C(C(=CC(=C1)C)C)NC1=C(C=C(C=C1C)C)C bis(2,4,6-trimethylphenyl)amine